FC=1C(=C(C=C(C1)C)O)C=1C=2N(C(=NN1)NC1CC(C1)(C)O)C=CC2 3-fluoro-2-(4-{[(1s,3s)-3-hydroxy-3-methylcyclobutyl]amino}pyrrolo[1,2-d][1,2,4]triazin-1-yl)-5-methylphenol